BrC1=CN=C(C=2N1C=CN2)NC2=NN(N=C2)C2CCN(CC2)C(=O)OC(C)(C)C tert-Butyl 4-(4-((5-bromoimidazo[1,2-a]pyrazin-8-yl)amino)-2H-1,2,3-triazol-2-yl)piperidine-1-carboxylate